Methyl (2S)-2-[(tert-butoxycarbonyl)amino]-3-[5-chloro-2-(5-cyclopropyl-1,3,4-oxadiazol-2-yl)phenyl]propanoate C(C)(C)(C)OC(=O)N[C@H](C(=O)OC)CC1=C(C=CC(=C1)Cl)C=1OC(=NN1)C1CC1